CC(C(CN1N=CN=C1)=O)(C)C 3,3-dimethyl-1-(1H-1,2,4-triazole-1-yl)butan-2-one